C1C(CC2=CC=CC=C12)NC(=O)C1=NC=CN=C1 N-(2,3-dihydro-1H-inden-2-yl)pyrazine-2-carboxamide